The molecule is an organosulfonate oxoanion that is the conjugate base of 3-sulfolactaldehyde, obtained by deprotonation of the sulfo group; major species at pH 7.3. It is a conjugate base of a 3-sulfolactaldehyde. C(C(C=O)O)S(=O)(=O)[O-]